1-(5-(5-fluoropyridin-3-yl)-4,5-dihydro-1H-pyrazol-1-yl)-2-methylpropan-1-one FC=1C=C(C=NC1)C1CC=NN1C(C(C)C)=O